FC1=C(C=C(C=C1)F)C1=CC=C2C[C@H](CN(C2=C1)S(=O)(=O)C1=CC(=CC=C1)C(F)(F)F)OCC(=O)OC methyl (R)-2-((7-(2,5-difluorophenyl)-1-((3-(trifluoromethyl)phenyl)sulfonyl)-1,2,3,4-tetrahydroquinolin-3-yl)oxy)acetate